BrC1=C(C=C2C(=NC(=NC2=C1)Cl)N1[C@H](CN(CC1)C(=O)OC(C)(C)C)C)Cl tert-butyl (S)-4-(7-bromo-2,6-dichloroquinazolin-4-yl)-3-methylpiperazine-1-carboxylate